N2-(6-((2S,6R)-2,6-dimethylmorpholino)-2-propylpyridin-3-yl)spiro[3.3]heptane-2,6-diamine C[C@@H]1O[C@@H](CN(C1)C1=CC=C(C(=N1)CCC)NC1CC2(C1)CC(C2)N)C